CC1(N=CC(=N1)C1=CC=C(C=C1)C)C1=CC=C(C=C1)C 2-methyl-2,4-di-p-tolyl-2H-imidazole